bicyclo[2.2.2]octane-2,5-dione C12C(CC(C(C1)=O)CC2)=O